N-phenylpentane-1,5-diamine C1(=CC=CC=C1)NCCCCCN